2,7-dibromo-9-hexyl-9H-carbazole BrC1=CC=2N(C3=CC(=CC=C3C2C=C1)Br)CCCCCC